O1CCN(CC1)CC1=CC=C(C=C1)C#CC1=CC=C(C=C1)C1=CC(=NO1)CN1C(=NC=C1)C(=O)O 1-((5-(4-((4-(morpholinomethyl)phenyl)ethynyl)phenyl)isoxazol-3-yl)methyl)-1H-imidazole-2-Formic acid